O.O.C(C(=O)[O-])(=O)[O-].[Ca+2] calcium oxalate dihydrate